ClC=1N=C(C2=C(N1)N(C(=C2F)CCNC(OC(C)(C)C)=O)COCC[Si](C)(C)C)Cl tert-Butyl (2-(2,4-dichloro-5-fluoro-7-((2-(trimethylsilyl)ethoxy)methyl)-7H-pyrrolo[2,3-d]pyrimidin-6-yl)ethyl)carbamate